NC1=NC=CC(=C1)C1=CNC=2N=CN=C(C21)NCC2=NC(=CC=C2C)N2C[C@H](N[C@H](C2)C)C 5-(2-aminopyridin-4-yl)-N-((6-((3R,5S)-3,5-dimethylpiperazin-1-yl)-3-methylpyridin-2-yl)methyl)-7H-pyrrolo[2,3-d]pyrimidin-4-amine